(R)-2-(3-methyl-4-((1-(2-(1-methyl-1H-pyrazol-4-yl)quinolin-4-yl)ethyl)carbamoyl)phenyl)acetic acid CC=1C=C(C=CC1C(N[C@H](C)C1=CC(=NC2=CC=CC=C12)C=1C=NN(C1)C)=O)CC(=O)O